COC(=O)C1=CC(=C(C(=C1)OC)Br)C(=O)OC 4-bromo-5-methoxy-benzene-1,3-dicarboxylic acid dimethyl ester